1,2,4-Triazole potassium salt [K].N1N=CN=C1